(S)-methyl 4-(4-(2-(2-(methoxymethoxy)phenyl)-6a,7,9,10-tetrahydro-5H-pyrazino[1',2':4,5]pyrazino[2,3-c]pyridazin-8(6H)-yl)-[1,4'-bipiperidin]-1'-yl)-2-methylbenzoate COCOC1=C(C=CC=C1)C=1C=C2C(=NN1)NC[C@@H]1N2CCN(C1)C1CCN(CC1)C1CCN(CC1)C1=CC(=C(C(=O)OC)C=C1)C